ClC=1N=C(CN(C1)C1=CC(=NN1C)C1CC1)N1[C@@H](COCC1)C (R)-5-chloro-1-(3-cyclopropyl-1-methyl-1H-pyrazol-5-yl)-3-(3-methylmorpholino)pyrazine